C1(CCC1)C(CC1=NC=CC=C1)=O 1-cyclobutyl-2-(pyridin-2-yl)ethanone